tert-butyl 3-(4-isopropyl-3-methyl-5-(8-methyl-[1,2,4]triazolo[1,5-a]pyridin-6-yl)-6H-thieno[2,3-b]pyrrol-2-yl)-8-azabicyclo[3.2.1]octane-8-carboxylate C(C)(C)C=1C2=C(NC1C=1C=C(C=3N(C1)N=CN3)C)SC(=C2C)C2CC3CCC(C2)N3C(=O)OC(C)(C)C